6-((2-((3R,4R)-3-Amino-4-fluoro-1-piperidinyl)-6-chloro-5-(trifluoromethyl)-1H-benzimidazol-1-yl)methyl)-3-pyridincarbonitril N[C@@H]1CN(CC[C@H]1F)C1=NC2=C(N1CC1=CC=C(C=N1)C#N)C=C(C(=C2)C(F)(F)F)Cl